Racemic-benzyl(2-((1-(5,6-difluoro-N-methyl-1H-indole-2-carboxamido)-8,9-difluoro-1,4-dihydro-2H-pyrano[3,4-c]isoquinolin-6-yl)amino)ethyl)carbamate C(C1=CC=CC=C1)OC(NCCNC1=NC2=C(C=3C=C(C(=CC13)F)F)[C@H](COC2)N(C(=O)C=2NC1=CC(=C(C=C1C2)F)F)C)=O |r|